NCCCCCNC=1C=CC(=C(C(=O)NC=2SC(=C(N2)C)C)C1)C 5-((5-Aminopentyl)amino)-N-(4,5-dimethylthiazol-2-yl)-2-methylbenzamide